(2R)-heptan-2-ol C[C@H](CCCCC)O